O1C2=C(OCC1)C=C(C=C2)[C@H]([C@@H](CN2CCCC2)NC(C(C=2SC(=CC2)C2=CC=C(C=C2)F)(F)F)=O)O N-((1r,2r)-1-(2,3-dihydrobenzo[b][1,4]dioxin-6-yl)-1-hydroxy-3-(pyrrolidin-1-yl)propan-2-yl)-2,2-difluoro-2-(5-(4-fluorophenyl)thiophen-2-yl)acetamide